N-[(2-Amino-3-pyridyl)sulfonyl]-6-[3-(hydroxymethyl)phenyl]-2-[(4S)-2,2,4-trimethylpyrrolidin-1-yl]pyridin-3-carboxamid NC1=NC=CC=C1S(=O)(=O)NC(=O)C=1C(=NC(=CC1)C1=CC(=CC=C1)CO)N1C(C[C@@H](C1)C)(C)C